(E)-(3-(3-aminophenyl)allyl)(3-(3-aminophenyl)imidazo[1,2-a]pyridin-6-yl)carbamic acid tert-butyl ester C(C)(C)(C)OC(N(C=1C=CC=2N(C1)C(=CN2)C2=CC(=CC=C2)N)C\C=C\C2=CC(=CC=C2)N)=O